N,N'-bis[beta-(3,5-di-tert-butyl-4-hydroxy-phenyl)propionyl]hydrazine C(C)(C)(C)C=1C=C(C=C(C1O)C(C)(C)C)CCC(=O)NNC(CCC1=CC(=C(C(=C1)C(C)(C)C)O)C(C)(C)C)=O